(E)-2-hydroxy-4-methoxy-6-{2-[1-(4-methoxybenzoyl)piperidin-4-yl]ethenyl}benzoic acid OC1=C(C(=O)O)C(=CC(=C1)OC)\C=C\C1CCN(CC1)C(C1=CC=C(C=C1)OC)=O